[Si](C1=CC=CC=C1)(C1=CC=CC=C1)(C(C)(C)C)OC[C@@H]1[C@@H](C1)CC=O 2-((1s,2s)-2-(((tert-butyldiphenylsilyl)oxy)methyl)cyclopropyl)acetaldehyde